Cl.C(N)([2H])([2H])[2H] Methan-d3-amine, hydrochloride